C(CCCCCCC\C=C/C\C=C/CCCCC)(=O)OCC1=CC(=CC(=C1)COC(NCCN1CCCC1)=O)COC(CCC(OCCCCCCCC)OCCCCCCCC)=O 3-(((4,4-bis(octyloxy)butanoyl)oxy)methyl)-5-((((2-(pyrrolidin-1-yl)ethyl)carbamoyl)oxy)methyl)benzyl (9Z,12Z)-octadeca-9,12-dienoate